N1CCC(CCC1)N1CCN(CC1)C(=O)OC(C)(C)C tert-butyl 4-(azepan-4-yl)piperazine-1-carboxylate